COC1=CC=C(CN(C=2C=3N(C=C(N2)C=2C=C(C#N)C=CC2)N=C(N3)OC3=CC(=CC=C3)F)CC3=CC=C(C=C3)OC)C=C1 3-(8-(bis(4-methoxybenzyl)amino)-2-(3-fluorophenoxy)-[1,2,4]triazolo[1,5-a]pyrazin-6-yl)benzonitrile